2-(6-Methanesulfonyl-benzothiazol-2-ylamino)-1-methyl-1H-benzimidazole-5-carboxylic acid (2-methylsulfonyl-ethyl)-amide CS(=O)(=O)CCNC(=O)C1=CC2=C(N(C(=N2)NC=2SC3=C(N2)C=CC(=C3)S(=O)(=O)C)C)C=C1